CC=1CC[C@H]([C@@H](C1)C=1C(=C(C(=CC1O)CCCCC)C1=CC=NC=C1)O)C(=C)C (1'R,2'R)-5'-methyl-4-pentyl-2'-(prop-1-en-2-yl)-3-(pyridin-4-yl)-1',2',3',4'-tetrahydro-[1,1'-biphenyl]-2,6-diol